1-((5-((4-(3-((2-((1S)-1-((tetrahydro-2H-pyran-2-yl)oxy)ethyl)-1H-imidazole-1-yl)methyl)isoxazol-5-yl)phenyl)ethynyl)pyridin-2-yl)methyl)azetidine-3-carboxylic acid methyl ester COC(=O)C1CN(C1)CC1=NC=C(C=C1)C#CC1=CC=C(C=C1)C1=CC(=NO1)CN1C(=NC=C1)[C@H](C)OC1OCCCC1